4-chloro-3-(3,3,4,4-tetrafluoropyrrolidin-1-yl)-1H-pyrazolo[3,4-b]pyridine ClC1=C2C(=NC=C1)NN=C2N2CC(C(C2)(F)F)(F)F